2-(2-bromo-5-methoxyphenyl)acetonitrile BrC1=C(C=C(C=C1)OC)CC#N